2,6-di(dodecyl)oxymethyl-4-pyrone C(CCCCCCCCCCC)OCC=1OC(=CC(C1)=O)COCCCCCCCCCCCC